(2S)-2-((S)-2-benzyl-3,3,3-trifluoropropanamido)-N-(4-(cyclopropylamino)-3,4-dioxo-1-((S)-2-oxopyrrolidin-3-yl)butan-2-yl)-4,4-dimethylpentanamide C(C1=CC=CC=C1)[C@@H](C(=O)N[C@H](C(=O)NC(C[C@H]1C(NCC1)=O)C(C(=O)NC1CC1)=O)CC(C)(C)C)C(F)(F)F